OC(=O)C(F)(F)F.N(=[N+]=[N-])C[C@]12C[C@H](N[C@@H]2C1)C(=O)NC1=NC(=CC=C1COCC#C)Br (1R,3S,5R)-5-(azidomethyl)-N-(6-bromo-3-((prop-2-yn-1-yloxy)methyl)pyridin-2-yl)-2-azabicyclo[3.1.0]hexane-3-carboxamide TFA salt